6-bromo-2-[4-(hydroxymethyl)-1-piperidinyl]-1,3-benzothiazole-5-carboxylic acid methyl ester COC(=O)C=1C(=CC2=C(N=C(S2)N2CCC(CC2)CO)C1)Br